C[C@]1(OC1)C([C@H](CC1=CC=CC=C1)N[C@@H](CO)C(=O)N)=O (1S)-2-[(2R)-2-methyl-2-oxiranyl]-2-oxo-1-(phenylmethyl)ethyl-L-serine amide